C1(=CC=CC=C1)C1=C(C=C(C=C1)C1=CC(=C(C=C1)C1=CC=C(C=C1)C1=CC=CC=C1)C1=NC(=NC(=N1)C1=CC=CC=C1)C1=CC=CC=C1)C1=NC(=NC(=N1)C1=CC=CC=C1)C1=CC=CC=C1 6,6'-([1,1':4',1'':4'',1''':4''',1''''-quinquephenyl]-2',3''-diyl)bis(2,4-diphenyl-1,3,5-triazine)